C1(=C(C=CC=C1)[N+](C)(C)C1=C(C=CC=C1)C)C ditolyl-dimethyl-ammonium